ClC=1C=CC(=C(C1)NC(=O)C=1SC=C(N1)C1=CC=CC=C1)OCCOC N-(5-chloro-2-(2-methoxyethoxy)phenyl)-4-phenylthiazole-2-carboxamide